4-(2-(4-(1H-imidazol-1-yl)-3-methylbenzylidene)hydrazineyl)-6,7-dimethoxyquinoline hydrochloride Cl.N1(C=NC=C1)C1=C(C=C(C=NNC2=CC=NC3=CC(=C(C=C23)OC)OC)C=C1)C